Cl.C(C1=CC=CC=C1)OC([C@@H](NC(=O)OCC1=CC=CC=C1)CCCCN)=O Cbz-lysine benzyl ester hydrochloride